tert-butyl (2S,5R)-4-((5-cyclopropyl-1,3,4-thiadiazol-2-yl)(4-fluorophenyl)methyl)-2,5-dimethylpiperazine-1-carboxylate C1(CC1)C1=NN=C(S1)C(N1C[C@@H](N(C[C@H]1C)C(=O)OC(C)(C)C)C)C1=CC=C(C=C1)F